COC1=C(C2=CC=CC=C2C=C1)C1=CC=CC2=CC=CC=C12 (R)-(-)-2-Methoxy-1,1'-binaphthalene